COB1OC(C2=C1C=CC(=C2)NC2=NC=C(C(=C2)N[C@H](CO)C2=CC=CC=C2)C=2OC(=NN2)C)C (2S)-2-((2-((1-methoxy-3-methyl-1,3-dihydrobenzo[c][1,2]oxaborol-5-yl)amino)-5-(5-methyl-1,3,4-oxadiazol-2-yl)pyridin-4-yl)amino)-2-phenylethan-1-ol